8-Fluoro-1-(1-methyl-1H-pyrazol-5-yl)spiro[benzo[d][1,3]oxazin-4,1'-cyclopentane]-2(1H)-one FC1=CC=CC2=C1N(C(OC21CCCC1)=O)C1=CC=NN1C